methyl 2-methyl-3-oxo-8-(pyridin-3-yl)-1,2,3,4-tetrahydroquinoxaline-6-carboxylate CC1NC2=C(C=C(C=C2NC1=O)C(=O)OC)C=1C=NC=CC1